(R or S)-1-((3-(2-(5-fluorothiophen-2-yl)ethyl)-1-(2-(6-methylpyridin-3-yl)propan-2-yl)pyrrolidin-3-yl)methyl)piperidin-2-one FC1=CC=C(S1)CC[C@@]1(CN(CC1)C(C)(C)C=1C=NC(=CC1)C)CN1C(CCCC1)=O |o1:8|